CC1=C(C(=CC=C1)[C@H](C)C2=CN=CN2)C.Cl The molecule is a medetomidine hydrochloride. It has a role as a sedative. It contains a dexmedetomidine. It is an enantiomer of a levomedetomidine hydrochloride.